FC1=CC=C(C=C1)C(N1C[C@@H](N(C[C@H]1C)C1=CC(N(C=2C=CC(=NC12)C#N)C)=O)C)C1=CC=CC=C1 8-((2S,5R)-4-((4-fluorophenyl)(phenyl)methyl)-2,5-dimethylpiperazin-1-yl)-5-methyl-6-oxo-5,6-dihydro-1,5-naphthyridine-2-carbonitrile